C1(CC1)C(=O)NC=1SC2=C(C1C(NCC1CC1)=O)CC(CC2)N2N=NC=C2NC(OC(C)(C)C)=O tert-Butyl N-[3-[2-(cyclopropanecarbonylamino)-3-(cyclopropylmethylcarbamoyl)-4,5,6,7-tetrahydrobenzothiophen-5-yl]triazol-4-yl]carbamate